(1S,4S)-5-((1s,3R)-3-(4-(8-chloro-7-((2-methyl-1H-benzo[d]imidazol-6-yl)oxy)quinoxalin-2-yl)-1H-pyrazol-1-yl)cyclobutyl)-2-oxa-5-azabicyclo[2.2.1]heptane ClC=1C(=CC=C2N=CC(=NC12)C=1C=NN(C1)C1CC(C1)N1[C@@H]2CO[C@H](C1)C2)OC=2C=CC1=C(NC(=N1)C)C2